FC(OC=1C=C(CNC(=O)C23CC4(CC(CC(C2)C4)C3)C3=CC=C(C=C3)Cl)C=CC1)(F)F 3-(4-Chloro-phenyl)-adamantane-1-carboxylic acid 3-trifluoromethoxy-benzyl amide